BrC=1C=CC(=NC1)N1C[C@@H](CC1)O (R)-1-(5-bromo-pyridin-2-yl)-pyrrolidin-3-ol